((8-((2,2'-dimethyl-3'-(3-morpholinopropoxy)-[1,1'-biphenyl]-3-yl)amino)-1,7-naphthyridin-3-yl)methyl)glycine methyl ester COC(CNCC=1C=NC2=C(N=CC=C2C1)NC=1C(=C(C=CC1)C1=C(C(=CC=C1)OCCCN1CCOCC1)C)C)=O